(4-((4-(4-(3-((1-isopropyl-1H-pyrazol-3-yl)sulfonyl)ureido)-2,3-dihydro-1H-inden-5-yl)pyridin-2-yl)oxy)cyclohexyl)boronic acid C(C)(C)N1N=C(C=C1)S(=O)(=O)NC(NC1=C2CCCC2=CC=C1C1=CC(=NC=C1)OC1CCC(CC1)B(O)O)=O